OCCCCCCCCOC1=CC=C(C(/C=C/C2=CC=CC=C2)=O)C=C1 4'-(8-hydroxyoctyloxy)chalcone